C(C)CC(CC(=O)[O-])=O.C(C)CC(CC(=O)[O-])=O.[Mn+2] manganese (II) bis(ethylacetoacetate)